N1CC(C1)NC=1C=CC(=C(C(=O)N[C@H](C)C2=CC(=CC(=C2)C=2C=NN(C2)C)C=2C=NN(C2)C)C1)C (R)-5-(azetidin-3-ylamino)-N-(1-(3,5-bis(1-methyl-1H-pyrazol-4-yl)phenyl)ethyl)-2-methylbenzamide